C[N+]1=C2C=CC=CC2=C(C2=CC=CC=C12)C(=O)OC1=CC=CC=C1 10-methyl-9-(phenyloxycarbonyl)Acridinium